CC(CC(=O)N1CC2=C(CC1)C(=NN2)C(=O)N2CCC(CC2)C2=C(C=CC=C2)C(F)(F)F)C 3-methyl-1-(3-(4-(2-(trifluoromethyl)phenyl)piperidine-1-carbonyl)-1,4,5,7-tetrahydro-6H-pyrazolo[3,4-c]pyridin-6-yl)butan-1-one